NC1=NC(=C(C=2C1=CN(N2)CC2=C(C=CC=C2)F)C2=NC=NC=C2)C2=C(C#N)C=CC=C2 (4-amino-2-(2-fluorobenzyl)-7-(pyrimidin-4-yl)-2H-pyrazolo[4,3-c]pyridin-6-yl)benzonitrile